2-(2-(dibenzo[b,d]furan-4-yl)-5-(4,4,5,5-tetramethyl-1,3,2-dioxaborolan-2-yl)phenyl)-4,6-diphenyl-1,3,5-triazine C1=CC=C(C=2OC3=C(C21)C=CC=C3)C3=C(C=C(C=C3)B3OC(C(O3)(C)C)(C)C)C3=NC(=NC(=N3)C3=CC=CC=C3)C3=CC=CC=C3